1,4-bis(5-nitropyridine-2-oxy)cyclohexane [N+](=O)([O-])C=1C=CC(=NC1)OC1CCC(CC1)OC1=NC=C(C=C1)[N+](=O)[O-]